N-(1-(3-nitro-5-(trifluoromethyl)phenyl)ethyl)pyrido[2,3-d]pyrimidin-4-amine [N+](=O)([O-])C=1C=C(C=C(C1)C(F)(F)F)C(C)NC=1C2=C(N=CN1)N=CC=C2